N-(5-methyl-4-(1-methyl-1H-pyrazol-5-yl)pyrimidin-2-yl)-1-((4-(trifluoromethyl)phenyl)sulfonyl)indol-5-amine CC=1C(=NC(=NC1)NC=1C=C2C=CN(C2=CC1)S(=O)(=O)C1=CC=C(C=C1)C(F)(F)F)C1=CC=NN1C